CNCC1=NN(C=C1)C N-methyl-1-(1-methyl-1H-pyrazol-3-yl)methanamine